CN(C1(CCC2(CN(C(N2)=O)CCC2=NC=CC=N2)CC1)C1=CC=CC=C1)C cis-8-dimethylamino-8-phenyl-3-(2-pyrimidin-2-yl-ethyl)-1,3-diazaspiro[4.5]decan-2-one